5-[2-[(4-methylsulfonylpiperazin-1-yl)methyl]-7-morpholino-thieno[2,3-c]pyridin-5-yl]pyrimidin-2-amine CS(=O)(=O)N1CCN(CC1)CC1=CC=2C(=C(N=C(C2)C=2C=NC(=NC2)N)N2CCOCC2)S1